CCC(CC)C1=NC=2N(C(=C1)N[C@@H]1C[C@H](CC1)N)N=CC2 (1S,3S)-N1-(5-(PENTAN-3-YL)PYRAZOLO[1,5-A]PYRIMIDIN-7-YL)CYCLOPENTANE-1,3-DIAMINE